N[C@@H](C(=O)N1[C@@H](C[C@H](C1)O)C(=O)NCC1=CC=C(C=C1)C#C)C(CCO)(C)C (2S,4R)-1-((R)-2-Amino-5-hydroxy-3,3-dimethylpentanoyl)-N-(4-ethynylbenzyl)-4-hydroxypyrrolidine-2-carboxamide